C(#N)C1=CC=2N(N=C1)C(=CC2)C2=CC(=C(C=N2)C2=NN=C(S2)C2CCC(CC2)NC(C)=O)NC2CCC(CC2)C=2C=NN(C2)C(F)F N-((1R,4r)-4-(5-(6-(3-cyanopyrrolo[1,2-b]pyridazin-7-yl)-4-(((1r,4R)-4-(1-(difluoromethyl)-1H-pyrazol-4-yl)cyclohexyl)amino)pyridin-3-yl)-1,3,4-thiadiazol-2-yl)cyclohexyl)acetamide